C12CN(CC2C1)C1=NC2=C(C=C(C=C2C(N1C)=O)Br)C(C)N1C(OC(C2=C1C=CC=C2)=O)=O 1-(1-(2-(3-Azabicyclo[3.1.0]hexan-3-yl)-6-bromo-3-methyl-4-oxo-3,4-dihydroquinazolin-8-yl)ethyl)-2H-benzo[d][1,3]oxazine-2,4(1H)-dione